ClC=1C=C2CC[C@@](C2=CC1)(C(=O)OCC)C(=O)OC (S)-1-ETHYL 1-METHYL 5-CHLORO-2,3-DIHYDRO-1H-INDENE-1,1-DICARBOXYLATE